N[C@H](C(=O)N(CCCCC#C)[C@H](C[C@@H](O[Si](C)(C)C(C)(C)C)C=1SC=C(N1)C(=O)OCC)C(C)C)[C@H](CC)C Ethyl 2-((1R,3R)-3-((2S,3S)-2-amino-N-(hex-5-ynyl)-3-methylpentanamido)-1-(tert-butyldimethylsilyloxy)-4-methylpentyl)thiazole-4-carboxylate